4-((S)-4-(3,8-diazabicyclo[3.2.1]octan-3-yl)-6-chloro-8-fluoro-2-(((S)-1-methylpyrrolidin-2-yl)methoxy)quinazolin-7-yl)-2-amino-7-fluorobenzo[b]thiophene-3-carbonitrile [C@@H]12CN(CC(CC1)N2)C2=NC(=NC1=C(C(=C(C=C21)Cl)C2=CC=C(C=1SC(=C(C12)C#N)N)F)F)OC[C@H]1N(CCC1)C